8-(4-tert-butylphenyl)-3-methyl-6-oxo-2H,3H,4H,6H-pyrimido[2,1-b][1,3]thiazine-7-carbonitrile C(C)(C)(C)C1=CC=C(C=C1)C=1N=C2SCC(CN2C(C1C#N)=O)C